(S)-(1-cyano-2-(2-fluoro-4-(4-methylthiazol-2-yl)phenyl)ethyl)carbamic acid tert-butyl ester C(C)(C)(C)OC(N[C@@H](CC1=C(C=C(C=C1)C=1SC=C(N1)C)F)C#N)=O